dimethyl (2-(di([1,1'-biphenyl]-4-yl) amino)-6-((7-(diphenylamino)-9,9-dimethyl-9H-fluoren-3-yl) oxy) phenyl) borate B(OC)(OC)OC1=C(C=CC=C1OC=1C=CC=2C(C3=CC(=CC=C3C2C1)N(C1=CC=CC=C1)C1=CC=CC=C1)(C)C)N(C1=CC=C(C=C1)C1=CC=CC=C1)C1=CC=C(C=C1)C1=CC=CC=C1